7-((2,2-dimethyl-2,3-dihydro-1H-inden-5-yl)amino)-4-methyl-2H-benzo[b][1,4]oxazin-3(4H)-one CC1(CC2=CC=C(C=C2C1)NC=1C=CC2=C(OCC(N2C)=O)C1)C